C(C)(C)(C)OC(=O)N[C@H](C(=O)N1[C@@H]([C@H]2[C@H]3C=C[C@@H]([C@H]2C1)C3)C(=O)O)C(C)(C)C (1R,2S,3S,6R,7S)-4-[(2S)-2-[(t-butoxycarbonyl)amino]-3,3-dimethylbutanoyl]-4-azatricyclo[5.2.1.0^{2,6}]dec-8-ene-3-carboxylic acid